C(C1=CC=CC=C1)C1=CC=C(C=C1)O p-benzyl-phenol